2-methyl-5-[4-(4,4,5,5-tetramethyl-1,3,2-dioxaborolan-2-yl)-3,6-dihydro-2H-pyridin-1-yl]-1,3,4-oxadiazole CC=1OC(=NN1)N1CCC(=CC1)B1OC(C(O1)(C)C)(C)C